C(C)C1CC(N2C1=CN=CC2=O)C(=O)O 8-ethyl-4-oxo-4,6,7,8-tetrahydropyrrolo[1,2-a]pyrazine-6-carboxylic acid